1-(4-(3-(3-chloro-5-fluorophenyl)-1,2,4-oxadiazol-5-yl)piperidin-1-yl)-2-(3-methyl-1,2,4-oxadiazol-5-yl)ethan-1-one ClC=1C=C(C=C(C1)F)C1=NOC(=N1)C1CCN(CC1)C(CC1=NC(=NO1)C)=O